((4-(2-butyl-1-(4-(4-chlorophenoxy)phenyl)-1H-imidazol-4-yl)piperidin-1-yl)methyl)-1H-indole-5-carbonitrile C(CCC)C=1N(C=C(N1)C1CCN(CC1)CN1C=CC2=CC(=CC=C12)C#N)C1=CC=C(C=C1)OC1=CC=C(C=C1)Cl